C(C)(C)(C)OC(=O)NCCC(=O)NCCC(=O)NCCC(=O)OCC1=CC=CC=C1 benzyl 3-[3-[3-(tert-butoxycarbonylamino)propanoylamino]propanoylamino]propanoate